para-(2,3-epoxy-propoxy)-N,N-bis(2,3-epoxypropyl)aniline C(C1CO1)OC1=CC=C(N(CC2CO2)CC2CO2)C=C1